(S)-6-(1-amino-1,3-dihydrospiro[indene-2,4'-piperidin]-1'-yl)-3-(1-(furan-2-yl)cyclopropyl)-1,5-dihydro-4H-pyrazolo[3,4-d]pyrimidin-4-one N[C@@H]1C2=CC=CC=C2CC12CCN(CC2)C=2NC(C1=C(N2)NN=C1C1(CC1)C=1OC=CC1)=O